F/C=C(\CNC(OC(C)(C)C)=O)/COC1=CC2=C(N=C(O2)NCC2=CC=NC=C2)C=C1 tert-butyl (E)-(3-fluoro-2-(((2-((pyridin-4-ylmethyl)amino)benzo[d]oxazol-6-yl)oxy)methyl)allyl)carbamate